7-bromo-4-cyano-1H-indazole BrC=1C=CC(=C2C=NNC12)C#N